ClC=1C(=NC(=CC1)C)N1C(C2=CC(=C(C=C2C(=C1)C(C)C)F)F)=O 2-(3-chloro-6-methylpyridin-2-yl)-6,7-difluoro-4-isopropylisoquinolin-1(2H)-one